FC1=C(C=C(C=C1C(F)(F)F)Br)Br 4-fluoro-3-bromo-5-(trifluoromethyl)bromobenzene